BrC=1C=CC2=C(C(=NC(C=3N2C(=NN3)C=3N=NC=CC3)O)C3=C(C=CC=C3)F)C1Cl 8-bromo-7-chloro-6-(2-fluorophenyl)-1-pyridazin-3-yl-4H-[1,2,4]triazolo[4,3-a][1,4]benzodiazepin-4-ol